C1(CC1)C1=C(C(=NN1C=1C(=NC=CC1)C)OCCCO)[N+](=O)[O-] 3-((5-cyclopropyl-1-(2-methylpyridin-3-yl)-4-nitro-1H-pyrazol-3-yl)oxy)propan-1-ol